N-[6-[[(Z)-[(1-methyltetrazol-5-yl)-phenyl-methylene]amino]oxymethyl]-2-pyridinyl]carbamic acid CN1N=NN=C1\C(\C1=CC=CC=C1)=N/OCC1=CC=CC(=N1)NC(O)=O